6-isopropoxy-N-(1-methyl-2-oxo-1,2-dihydropyridin-3-yl)-2-(1-methyl-2-oxabicyclo[2.2.1]heptan-4-yl)-2H-pyrazolo[3,4-b]pyridine-5-carboxamide C(C)(C)OC=1C(=CC=2C(N1)=NN(C2)C21COC(CC2)(C1)C)C(=O)NC=1C(N(C=CC1)C)=O